(5-methoxyindol-3-yl)(3-nitrophenyl)methanone COC=1C=C2C(=CNC2=CC1)C(=O)C1=CC(=CC=C1)[N+](=O)[O-]